FC=1C=C(C=C(C1)F)N1[C@H](CN(CC1)C(CCC(=O)C1=CC(=NC=C1)C)=O)C 1-[(3S)-4-(3,5-difluorophenyl)-3-methyl-piperazin-1-yl]-4-(2-methyl-4-pyridyl)butane-1,4-dione